C1(=CC(=CC=C1)C1=CC(=NC2=CC=C(C=C12)C(=O)NC1CCOCC1)C)C1=CC=CC=C1 4-([1,1'-biphenyl]-3-yl)-2-methyl-N-(tetrahydro-2H-pyran-4-yl)quinoline-6-carboxamide